methyl 5-(1-aminoisoquinolin-5-yl)-3-(2-(2-ethoxy-2-oxoethyl)-5-methoxyphenoxy)-2,3-dihydrospiro[indene-1,4'-piperidine]-1'-carboxylate NC1=NC=CC2=C(C=CC=C12)C=1C=C2C(CC3(CCN(CC3)C(=O)OC)C2=CC1)OC1=C(C=CC(=C1)OC)CC(=O)OCC